C1(CC1)C1=CC=C(C(N1C1=C(C=C(C(=C1)F)F)C)=O)C(=O)O 6-cyclopropyl-1-(4,5-difluoro-2-methylphenyl)-2-oxo-1,2-dihydropyridine-3-carboxylic acid